(2S,4S)-4-Methyl-1-[1-[4-(trifluoromethoxy)phenyl]cyclopropanecarbonyl]pyrrolidine-2-carboxylic acid C[C@H]1C[C@H](N(C1)C(=O)C1(CC1)C1=CC=C(C=C1)OC(F)(F)F)C(=O)O